S1C=C(C2=C1C=CC=C2)C[C@@H](CNC(=O)NCC2=CC(=CC=C2)F)N(C)C (S)-1-(3-(benzothien-3-yl)-2-(dimethylamino)propyl)-3-(3-fluorobenzyl)urea